N,N-Bis(2-Hydroxy-ethyl)-ethylendiamin OCCN(CCN)CCO